ethyl 1-(4-methylpiperazine-1-carbonyl)cyclopropanecarboxylate CN1CCN(CC1)C(=O)C1(CC1)C(=O)OCC